4-[3-(Dimethylcarbamoyl)oxetan-3-yl]piperazine-1-carboxylic acid tert-butyl ester C(C)(C)(C)OC(=O)N1CCN(CC1)C1(COC1)C(N(C)C)=O